O=C1N(C(C2=CC=CC=C12)=O)CCN1C(CC(CC1)C(=O)OC)C(=O)OC dimethyl 1-[2-(1,3-dioxoisoindolin-2-yl)ethyl]piperidine-2,4-dicarboxylate